methyl-vinyl-diacetyl-amide CC(C(=O)[N-]C(C)=O)C=C